2-methoxyethyl 2-[1-[(2,3-difluorophenyl)methyl]-5-oxopyrrolidin-2-yl]acetate FC1=C(C=CC=C1F)CN1C(CCC1=O)CC(=O)OCCOC